(Z)-6-(chloro(hydroxyimino)methyl)-2-azaspiro[3.3]heptane-2-carboxylic acid tert-butyl ester C(C)(C)(C)OC(=O)N1CC2(C1)CC(C2)/C(=N/O)/Cl